C(C)(C)(C)OC(=O)N1C2CN(CC1C2)C(=O)C=2N=C1N(C=CC(=C1)C1=C(C(=CC=C1OC)Cl)Cl)C2 3-(7-(2,3-dichloro-6-methoxyphenyl)imidazo[1,2-a]pyridine-2-carbonyl)-3,6-diazabicyclo[3.1.1]heptane-6-carboxylic acid tert-butyl ester